4-[1-[[5-(trifluoromethyl)pyridin-3-yl]methyl]benzimidazol-2-yl]-1,2,5-oxadiazol-3-amine FC(C=1C=C(C=NC1)CN1C(=NC2=C1C=CC=C2)C=2C(=NON2)N)(F)F